[Ca+2].OC1=CC=C(C(=O)[O-])C=C1.OC1=CC=C(C(=O)[O-])C=C1 4-hydroxybenzoic acid, calcium salt